triazolium iodide salt [I-].[NH+]=1NN=CC1